The molecule is a monosaccharide derivative that is 4'-O-methylrobinetinidol attached to a beta-D-glucopyranosyl residue at position 3'. Isolated from Acacia mearnsii, it exhibits inhibitory activity against alpha-amylase. It has a role as a metabolite and an EC 3.2.1.1 (alpha-amylase) inhibitor. It is a catechin, a monosaccharide derivative, a beta-D-glucoside, a methoxyflavan and a flavan glycoside. It derives from a robinetinidol. COC1=C(C=C(C=C1O[C@H]2[C@@H]([C@H]([C@@H]([C@H](O2)CO)O)O)O)[C@@H]3[C@H](CC4=C(O3)C=C(C=C4)O)O)O